C(CC)[Si](C)(O[Si](C)(C)C)O[Si](C)(C)C propylbis(trimethylsiloxy)-methylsilane